2-((4-(6-Amino-3-azabicyclo[3.1.0]hexan-3-yl)pyrimidin-5-yl)oxy)-N-ethyl-5-fluoro-N-Isopropylbenzamide NC1C2CN(CC12)C1=NC=NC=C1OC1=C(C(=O)N(C(C)C)CC)C=C(C=C1)F